CO[Si](OC)(OC)CCCNC(=O)NCCC[Si](OC)(OC)OC N,N'-bis[(trimethoxysilyl)propyl]urea